N1CC(C1)C1=CC=C(C=C1)N1N=CC2=CC(=C(C(=C12)F)OCC1=CC=CC=C1)F 1-(4-(azetidin-3-yl)phenyl)-6-(benzyloxy)-5,7-difluoro-1H-indazole